ClC1=CC=C(C=C1)N1N=C(N=C1)C(=O)N1CCN(CC1)C (1-(4-chlorophenyl)-1H-1,2,4-triazol-3-yl)(4-methylpiperazin-1-yl)methanone